deaza-adenosine [C@@H]1([C@H](O)[C@H](O)[C@@H](CO)O1)C1=CN=C2C(=N)N=CN=C12